allyl[1,3-bis(2,6-diisopropylphenyl)-2-imidazolidinylidene]chloropalladium(II) C(C=C)[Pd-2](Cl)=C1N(CCN1C1=C(C=CC=C1C(C)C)C(C)C)C1=C(C=CC=C1C(C)C)C(C)C